C(C)OCOC1=C(C=CC(=C1)C#CC)B1OC(C(O1)(C)C)(C)C 2-(2-(Ethoxymethoxy)-4-(propyn-1-yl)phenyl)-4,4,5,5-tetramethyl-1,3,2-dioxaborolane